C(C)C1=C(C=NC(=C1)C)C1=C2C=C(NC2=C(C(=C1)C=1CN(CCC1)C(=O)OC(C)(C)C)F)C(=O)N1CCN(CC1)C1=NC=C(C=C1OC)F tert-butyl 3-(4-(4-ethyl-6-methylpyridin-3-yl)-7-fluoro-2-(4-(5-fluoro-3-methoxypyridin-2-yl)piperazine-1-carbonyl)-1H-indol-6-yl)-5,6-dihydropyridine-1(2H)-carboxylate